COC(=O)N1CC(C1)C1=NC(=NO1)C1=CC(=C(C(=C1)NC(=O)C1=CN=C2N1C=C(C=C2)N2CCN(CC2)C)C)F 3-(3-(3-fluoro-4-methyl-5-(6-(4-methylpiperazin-1-yl)imidazo[1,2-a]pyridine-3-carboxamido)phenyl)-1,2,4-oxadiazol-5-yl)azetidine-1-carboxylic acid methyl ester